5-((3-Fluoro-5-(trifluoro-methyl)pyridin-2-yl)oxy)-2-methoxyaniline FC=1C(=NC=C(C1)C(F)(F)F)OC=1C=CC(=C(N)C1)OC